disodium dimethylglyoxime salt CC(C(=NO)C)=NO.[Na].[Na]